2-chloro-N-(6-methyl-5-((E)-2-(2-(((1r,4r)-4-thiomorpholino-cyclohexyl)amino)pyrimidin-5-yl)vinyl)pyridin-2-yl)benzenesulfonamide ClC1=C(C=CC=C1)S(=O)(=O)NC1=NC(=C(C=C1)\C=C\C=1C=NC(=NC1)NC1CCC(CC1)N1CCSCC1)C